Dihydro-β-carboline C1C2=C(C=CN1)C3=CC=CC=C3N2